CC1(OB(OC1(C)C)C1=CC=C2C=3C=CC(=CC3CC2=C1)C=1C(=NN(N1)COCC[Si](C)(C)C)C(=O)OCC)C ethyl 5-(7-(4,4,5,5-tetramethyl-1,3,2-dioxaborolan-2-yl)-9H-fluoren-2-yl)-2-((2-(trimethylsilyl) ethoxy) methyl)-2H-1,2,3-triazole-4-carboxylate